3-(2-(difluoromethoxy)-5-nitrophenyl)-5-methyl-1,2,4-oxadiazole FC(OC1=C(C=C(C=C1)[N+](=O)[O-])C1=NOC(=N1)C)F